1-(4-nitro-2-(2-((tetrahydro-2H-pyran-2-yl)oxy)ethoxy)phenyl)-4-(oxetan-3-yl)piperazine [N+](=O)([O-])C1=CC(=C(C=C1)N1CCN(CC1)C1COC1)OCCOC1OCCCC1